N-(1,1,3,3-tetramethylbutyl)acrylic amide CC(CC(C)(C)C)(C)NC(C=C)=O